11-oxoundecanoate hydrochloride Cl.O=CCCCCCCCCCC(=O)O